methyl (R)-5-(7-chloro-3-isobutyl-2-methyl-1,1-dioxido-5-phenyl-2,3,4,5-tetrahydrobenzo[f][1,2,5]thiadiazepin-8-yl)-2-(2,2,2-trifluoroethoxy)benzoate ClC=1C(=CC2=C(N(C[C@H](N(S2(=O)=O)C)CC(C)C)C2=CC=CC=C2)C1)C=1C=CC(=C(C(=O)OC)C1)OCC(F)(F)F